OC(C)C1=C2C=C(C(=NC2=CC(=C1)C)C#N)C1=CC=CC=C1 5-(1-hydroxyethyl)-7-methyl-3-phenylquinoline-2-carbonitrile